N1-((S)-3-cyclopropyl-1-oxo-1-(((S)-3-oxo-1-((S)-2-oxopyrrolidin-3-yl)-4-(2,3,5,6-tetrafluorophenoxy)butan-2-yl)amino)propan-2-yl)-N2-(o-tolyl)oxalamide C1(CC1)C[C@@H](C(N[C@@H](C[C@H]1C(NCC1)=O)C(COC1=C(C(=CC(=C1F)F)F)F)=O)=O)NC(C(=O)NC1=C(C=CC=C1)C)=O